NCCC(=O)NCCCNC(=O)C1=C(C=C(C=C1)NC(=O)C=1N(C(=CN1)C1=C(C(=C(C=C1)OC(F)F)F)F)C)Cl N-[4-[3-(3-aminopropionylamino)propylcarbamoyl]-3-chloro-phenyl]-5-[4-(difluoromethoxy)-2,3-difluoro-phenyl]-1-methyl-imidazole-2-carboxamide